((([5,5'-bibenzo[d][1,3]dioxole]-6,6'-diylbis(oxy))bis(carbonyl))bis(azanediyl))bis(ethane-2,1-diyl) bis(2-methylacrylate) CC(C(=O)OCCNC(=O)OC=1C(=CC2=C(OCO2)C1)C1=CC2=C(OCO2)C=C1OC(=O)NCCOC(C(=C)C)=O)=C